BrC1=CN=C2C=CC=[N+](C2=C1)[O-] 7-bromo-1,5-naphthyridine 1-oxide